9-(4-pyrimidinyl)acridine (E)-ethyl-(2-cyano-2-(2-(3,5-dichloro-4-((3-(1-(difluoromethyl)cyclopropyl)-2-oxo-2,3-dihydro-1H-benzo[d]imidazol-5-yl)oxy)phenyl)hydrazono)acetyl)carbamate C(C)N(C(O)=O)C(/C(=N/NC1=CC(=C(C(=C1)Cl)OC1=CC2=C(NC(N2C2(CC2)C(F)F)=O)C=C1)Cl)/C#N)=O.N1=CN=C(C=C1)C=1C2=CC=CC=C2N=C2C=CC=CC12